C(C)(C)N1C(N(C(C(=C1)C(=O)O)=O)C1=CC=C(C=C1)C)=O 1-isopropyl-3-(4-methylphenyl)-2,4-dioxo-1,2,3,4-tetrahydropyrimidine-5-formic acid